NC1CC(C1)(O)C1=CC(=CC=C1)Cl 3-amino-1-(3-chlorophenyl)cyclobutanol